((S)-7-fluoro-3,4-dihydro-2H-pyrano[3,2-b]pyridin-4-yl)-4-azaspiro[2.5]octane-7-carboxamide FC=1C=C2C(=NC1)[C@@H](CCO2)C2CC21NCCC(C1)C(=O)N